strontium-magnesium-manganese-cobalt-zinc [Zn].[Co].[Mn].[Mg].[Sr]